CC(=O)C.[Eu+3] europium (III) Acetone